NC/C(/CN1N=CN(C1=O)CC=1SC(=CC1)C=1C=CC2=C(NCCO2)C1)=C\F 2-[(E)-2-(aminomethyl)-3-fluoro-allyl]-4-[[5-(3,4-dihydro-2H-1,4-benzoxazin-6-yl)-2-thienyl]methyl]-1,2,4-triazol-3-one